6-(4-n-butyl-phenyl)quinoline C(CCC)C1=CC=C(C=C1)C=1C=C2C=CC=NC2=CC1